COC=1C=C2NCCN(C2=CC1)C(=O)NC1=CC=CC2=CC=CC=C12 6-methoxy-N-(naphthalen-1-yl)-3,4-dihydroquinoxaline-1(2H)-carboxamide